CN(C1=CC=CC=C1)C L-1-N,N-Dimethylaniline